COC1=CC=C(C=C1)CC(=O)NN 4-methoxyphenylacetyl-hydrazine